N-(5-Cyano-6-(2H-1,2,3-triazol-2-yl)pyridin-3-yl)-1-(thieno[3,2-d]pyrimidin-4-yl)-5-(trifluoromethyl)-1H-pyrazol-4-carboxamid C(#N)C=1C=C(C=NC1N1N=CC=N1)NC(=O)C=1C=NN(C1C(F)(F)F)C=1C2=C(N=CN1)C=CS2